4-chloro-2-(3-oxocyclobutyl)-benzonitrile ClC1=CC(=C(C#N)C=C1)C1CC(C1)=O